CC1=C(C=CC(=C1)S(NCCC)(=O)=O)B(O)O 2-METHYL-4-(N-PROPYLSULFAMOYL)PHENYLBORONIC ACID